ethyl 2-cyano-3-methylbut-2-enoate C(#N)C(C(=O)OCC)=C(C)C